CC=1C=C(CNC2=C3NC=NC3=NC=N2)C=CC1 6-(3-methylbenzylamino)purine